FC1CN(C1)C1=CC=C(C=C1)[C@]12[C@](C=3C(=NC(=CC3O1)OC)OC)([C@@H]([C@@H]([C@H]2C2=CC=CC=C2)CN2CC(C2)O)O)O (5aR,6S,7S,8R,8aS)-5a-(4-(3-fluoroazetidin-1-yl)phenyl)-7-((3-hydroxyazetidin-1-yl)methyl)-1,3-dimethoxy-6-phenyl-5a,6,7,8-tetrahydro-8aH-cyclopenta[4,5]furo[3,2-c]pyridine-8,8a-diol